C(C=C)(=O)N1[C@H](OC2([C@H]1C)CCN(CC2)C(=O)N([C@@H](C(C)C)C(=O)O)C)C N-((2R,4R)-3-propenoyl-2,4-dimethyl-1-oxa-3,8-diazaspiro[4.5]decane-8-carbonyl)-N-methyl-L-valine